N1C(=NC2=C1C=CC=C2)C2=C(C(=C(N2)C)C(=O)NC2CCN(CC2)C)C2=CC=CC=C2 5-(1H-benzo[d]imidazol-2-yl)-2-methyl-N-(1-methylpiperidin-4-yl)-4-phenyl-1H-pyrrole-3-carboxamide